3-(3-methyl-2,3,4,5-tetrahydropyridin-6-yl)Cyclohex-2-en-1-one CC1CN=C(CC1)C1=CC(CCC1)=O